C1(=CC=C(C=C1)C1=NC=2N(C=C1)C=C(N2)C(=O)O)C2=CC=CC=C2 7-([1,1'-biphenyl]-4-yl)imidazo[1,2-a]pyrimidine-2-carboxylic acid